C(C(O)CC(=O)[O-])(=O)[O-].[Zn+2].[Cu+2].C(C(O)CC(=O)[O-])(=O)[O-] copper-zinc malate